N-(2-Dimethylamino-4-oxo-4H-quinazolin-3-yl)-2-(3-fluoro-4-trifluoromethyl-phenyl)-acetamide CN(C1=NC2=CC=CC=C2C(N1NC(CC1=CC(=C(C=C1)C(F)(F)F)F)=O)=O)C